3-[benzoyl (cyclohexyl) amino]-1-phenylbutylbenzoate C(C1=CC=CC=C1)(=O)N(C(CC(C1=CC=CC=C1)OC(C1=CC=CC=C1)=O)C)C1CCCCC1